ClC=1C=C2CC\C(\C(C2=CC1)=O)=C/C=1C=C2N=CC=NC2=CC1 (E)-6-chloro-2-(quinoxalin-6-ylmethylene)-3,4-dihydronaphthalen-1(2H)-one